5-chloro-2,3-diphenylquinoxaline ClC1=C2N=C(C(=NC2=CC=C1)C1=CC=CC=C1)C1=CC=CC=C1